CN1N=C(C(=C1)C1=CC=C(N=N1)NCC1CC12CCN(CC2)CC)C 6-(1,3-dimethylpyrazol-4-yl)-N-[(6-ethyl-6-azaspiro[2.5]octan-2-yl)methyl]pyridazin-3-amine